FC=1C=C2CC[C@@H](C2=C(C1)F)NC(CN1C(NC2=C(C1=O)C=NC=C2)=O)=O (S)-N-(5,7-difluoro-2,3-dihydro-1H-inden-1-yl)-2-(2,4-dioxo-1,4-dihydropyrido[4,3-d]pyrimidin-3(2H)-yl)acetamide